BrC(C(=O)OCC)C=1C=C(C2=C(C=CO2)C1)Br ethyl 2-bromo-2-(7-bromobenzofuran-5-yl)acetate